C1=C(C=CC2=CC=CC=C12)C1(OC(=CC1)C1=CC=CC=C1)C(=O)NC1=CC=CC=C1 2-(2-naphthyl)-5-phenyl-furanIlId